6-{[trans-4-(trifluoromethyl)cyclohexyl]methoxy}pyridazin FC([C@@H]1CC[C@H](CC1)COC1=CC=CN=N1)(F)F